((2-(((2S)-3,3-dimethyl-1-oxo-1-((3S)-3-(2-(thiazol-2-yl)morpholine-4-carbonyl)-3,4-dihydroisoquinolin-2(1H)-yl)butan-2-yl)carbamoyl)benzo[b]thiophen-5-yl)difluoromethyl)phosphonic acid CC([C@@H](C(N1CC2=CC=CC=C2C[C@H]1C(=O)N1CC(OCC1)C=1SC=CN1)=O)NC(=O)C1=CC2=C(S1)C=CC(=C2)C(F)(F)P(O)(O)=O)(C)C